(S)-1-(5-fluoropyridin-2-yl)-3-methylpiperazine FC=1C=CC(=NC1)N1C[C@@H](NCC1)C